1-methyl-1H-pyrrole-2-carboxylic acid methyl ester COC(=O)C=1N(C=CC1)C